ClC1=C(C=CC=C1Cl)SC=1C=2N(C(=NC1)N1CCC(CCC1)N)N=CN2 1-(8-((2,3-dichlorophenyl)thio)-[1,2,4]triazolo[1,5-c]pyrimidin-5-yl)azepan-4-amine